(3,4-dihydroquinolin-1(2H)-yl)(4-(5-(4-phenoxyphenyl)-5-(trifluoromethyl)-4,5-dihydroisoxazol-3-yl)phenyl)methanone N1(CCCC2=CC=CC=C12)C(=O)C1=CC=C(C=C1)C1=NOC(C1)(C(F)(F)F)C1=CC=C(C=C1)OC1=CC=CC=C1